8-(4-(4-benzylphenoxy)piperidin-1-yl)-5-methyl-6-oxo-5,6-dihydro-1,5-naphthyridine-2-carbonitrile C(C1=CC=CC=C1)C1=CC=C(OC2CCN(CC2)C2=CC(N(C=3C=CC(=NC23)C#N)C)=O)C=C1